2-(6-(((1S,3S,5R,7R)-7-fluoro-1-methyl-8-azabicyclo[3.2.1]octan-3-yl-5-d)(methyl)amino)pyridazin-3-yl)-5-(1H-imidazol-1-yl)phenol F[C@@H]1C[C@]2(C[C@@H](C[C@@]1(N2)C)N(C2=CC=C(N=N2)C2=C(C=C(C=C2)N2C=NC=C2)O)C)[2H]